6-(5-{[3-(5-chloropyridin-2-yl)-3-hydroxypropyl]carbamoyl}-6-methoxypyridin-3-yl)-N-methyl-1H-indazole-3-carboxamide ClC=1C=CC(=NC1)C(CCNC(=O)C=1C=C(C=NC1OC)C1=CC=C2C(=NNC2=C1)C(=O)NC)O